6-tert-butoxycarbonyl-5,7-dihydro-4H-thieno[2,3-c]pyridine C(C)(C)(C)OC(=O)N1CC2=C(CC1)C=CS2